oxolan-3-amine O1CC(CC1)N